2-(4-(((tert-butyldimethylsilyl)oxy)methyl)-5-chloro-2,3-difluorophenoxy)acetic acid [Si](C)(C)(C(C)(C)C)OCC1=C(C(=C(OCC(=O)O)C=C1Cl)F)F